CN1CCC(CC1)NC=1C=2C=C(N(C2C=CC1)CC(F)(F)F)C=1SC(=NN1)CNC=1C=NNC1 N-(1-methylpiperidin-4-yl)-2-(5-{[(1H-pyrazol-4-yl)amino]methyl}-1,3,4-thiadiazol-2-yl)-1-(2,2,2-trifluoroethyl)-1H-indol-4-amine